C(C)OC(C(CC)NC(=O)OC)=O 2-methoxycarbonylaminobutyric acid ethyl ester